Cl[Mg]C(C)C chloro(isopropyl)magnesium